rac-N-((4R,5S)-4-(2-aminophenyl)-7-ethyl-6-oxo-1-phenyl-4,5,6,7-tetrahydro-1H-pyrazolo[3,4-b]pyridin-5-yl)-3-(trifluoromethyl)benzamide NC1=C(C=CC=C1)[C@@H]1C2=C(N(C([C@H]1NC(C1=CC(=CC=C1)C(F)(F)F)=O)=O)CC)N(N=C2)C2=CC=CC=C2 |r|